6-Chloro-1-(2,4-diisopropyl-3-pyridyl)-4-[(2S)-2-methyl-4-prop-2-enoyl-piperazin-1-yl]-7-(o-tolyl)pyrido[2,3-d]pyrimidin-2-one ClC1=CC2=C(N(C(N=C2N2[C@H](CN(CC2)C(C=C)=O)C)=O)C=2C(=NC=CC2C(C)C)C(C)C)N=C1C1=C(C=CC=C1)C